FC=1C=C2C(=CNC2=CC1F)NC(C(=O)N[C@H](C)C1=CC(=CC=C1)C(F)(F)F)=O N-(5,6-difluoro-1H-indol-3-yl)-N'-[(1R)-1-[3-(trifluoromethyl)phenyl]ethyl]ethanediamide